C(C)(C)(C)OC(=O)N1CC(C1)OCC1CCN(CC1)C1=CC2=C(N(C(N2C)=O)C2C(NC(CC2)=O)=O)C=C1.COC1=CC=C(C=C1)C1=CN=CC(=N1)C=1C=C(C=CC1)NC(C)=O N-[3-[6-(4-methoxyphenyl)pyrazin-2-yl]phenyl]acetamide tert-butyl-3-[[1-[1-(2,6-dioxo-3-piperidyl)-3-methyl-2-oxo-benzimidazol-5-yl]-4-piperidyl]methoxy]azetidine-1-carboxylate